ClC1=CC=C(C=C1)NC(C1=C(C=C(C=C1)N(C(=O)NC1=CC=C(C=C1)Cl)CCN1CCOCC1)C)=O N-(4-chlorophenyl)-4-{3-(4-chlorophenyl)-1-[2-(4-morpholinyl)ethyl]ureido}-2-methylbenzamide